(R)-2-{3-[3-(4-Difluoromethoxy-benzyl)-3H-imidazo[4,5-b]pyridin-2-yl]-propionylamino}-3-phenyl-propionic acid FC(OC1=CC=C(CN2C(=NC=3C2=NC=CC3)CCC(=O)N[C@@H](C(=O)O)CC3=CC=CC=C3)C=C1)F